(3R,4R)-1-(1H-benzo[d]imidazol-5-yl)-3-cyclopropyl-4-(2,6-difluoro-4-(4-(trifluoromethyl)-1H-imidazol-1-yl)phenyl)azetidin-2-one N1C=NC2=C1C=CC(=C2)N2C([C@@H]([C@@H]2C2=C(C=C(C=C2F)N2C=NC(=C2)C(F)(F)F)F)C2CC2)=O